Iron Water O.[Fe]